C(CCC)N1[N+](=C(C=C1C)C)C 2-butyl-1,3,5-trimethylpyrazolium